1-Allyl-2,3,4,5-tetramethoxybenzene C(C=C)C1=C(C(=C(C(=C1)OC)OC)OC)OC